C(C)OC(COC(=O)N(CCCCC(=O)OCC(CCCCC)CCCCC)CCCCCC)OCC 2-pentylheptyl 5-(((2,2-diethoxyethoxy)carbonyl)(hexyl)amino)pentanoate